2-phenyl-ethan C1(=CC=CC=C1)CC